methyl-isopropyl-phosphonic acid isopropyl ester C(C)(C)OP(O)(=O)C(C)(C)C